(S)-1-(2-((1-((3-chloro-2-fluorophenylmethyl)amino)-3-cyclopropyl-1-oxoprop-2-yl)amino)-2-oxoethyl)-1H-indazole-3-carboxamide ClC=1C(=C(C=CC1)CNC([C@H](CC1CC1)NC(CN1N=C(C2=CC=CC=C12)C(=O)N)=O)=O)F